N-(2-bromo-3-chloropyridin-4-yl)-5-ethyl-1-methyl-4,5,6,7-tetrahydro-1H-imidazo[4,5-c]pyridine-2-amide BrC1=NC=CC(=C1Cl)NC(=O)C=1N(C2=C(CN(CC2)CC)N1)C